NC1=CC=C(C=C1)[As](OC(CO)=O)([O-])=O glycolyl para-aminophenylarsonate